1-(2-chloro-5-(4-(3-(Piperazin-1-yl)propoxy)piperidine-1-carbonyl)phenyl)dihydropyrimidine-2,4(1H,3H)-dione ClC1=C(C=C(C=C1)C(=O)N1CCC(CC1)OCCCN1CCNCC1)N1C(NC(CC1)=O)=O